NC1=C(C(=O)OCC2=CC=CC=C2)C=CC=C1 benzyl 2-amino-benzoate